CN1CC2(CCC2NC=2C(=CN(C(C2)=O)C2CCOCC2)C(=O)N)CCC1 4-((6-methyl-6-azaspiro[3.5]nonan-1-yl)amino)-6-oxo-1-(tetrahydro-2H-pyran-4-yl)-1,6-dihydropyridine-3-carboxamide